CN(CCNC=1N=CC2=C(N1)N=CC=C2)C 2-(2-Dimethylaminoethylamino)pyrido[2,3-d]pyrimidine